1-(but-3-en-1-yn-1-yl)-4-methoxybenzene C(#CC=C)C1=CC=C(C=C1)OC